NCC1=CC=C(C(=N1)C(=O)OC)Br methyl 6-(aminomethyl)-3-bromopyridine-2-carboxylate